3-(3-hydroxyphenyl)-1,5-dicarbonyl-1,5-diphenylpentane OC=1C=C(C=CC1)C(CC(C1=CC=CC=C1)=C=O)CC(C1=CC=CC=C1)=C=O